1-(2-fluoro-4-(6-(2-(4-(2,2,2-trifluoroethoxy)pyridin-2-yl)acetamido)pyridazin-3-yl)butyl)-N-methyl-1H-1,2,3-triazole-4-carboxamide FC(CN1N=NC(=C1)C(=O)NC)CCC=1N=NC(=CC1)NC(CC1=NC=CC(=C1)OCC(F)(F)F)=O